BrC1=C(SC(=C1)C(=O)OC)CCN(NC(=O)OC(C)(C)C)C(=O)SCCCl tert-Butyl 2-(2-(3-bromo-5-(methoxycarbonyl)thiophen-2-yl)ethyl)-2-(((2-chloroethyl)thio)carbonyl)hydrazinecarboxylate